2-(2-imino-3-phosphonoimidazolidin-1-yl)acetic acid N=C1N(CCN1P(=O)(O)O)CC(=O)O